C12(CC3CC(CC(C1)C3)C2)[NH+]2CN(CC2)C2=C(C=C(C=C2C)C)C 1-(1-adamantyl)-3-(2,4,6-trimethylphenyl)imidazolinium